6-(4-((4-(1H-pyrazol-4-yl)phenyl)amino)pyrimidin-2-yl)-N-(1-(3-chloropyridin-4-yl)piperidin-4-yl)benzo[b]thiophene-2-carboxamide N1N=CC(=C1)C1=CC=C(C=C1)NC1=NC(=NC=C1)C=1C=CC2=C(SC(=C2)C(=O)NC2CCN(CC2)C2=C(C=NC=C2)Cl)C1